[NH4+].C(CCCCCCCCCCC)S(=O)(=O)[O-] 1-dodecylsulfonic acid ammonium salt